3-((2-((2-(3-chlorophenyl)-1-hydroxypropan-2-yl)amino)-1H-benzo[d]imidazol-4-yl)methyl)-1-ethyl-1-methylurea ClC=1C=C(C=CC1)C(CO)(C)NC1=NC2=C(N1)C=CC=C2CNC(N(C)CC)=O